undecylenic acid, sodium salt [Na+].C(CCCCCCCCC=C)(=O)[O-]